[2-(3-fluoro-5-methyl-phenylamino)-5-methyl-pyrimidin-4-ylamino]-3H-benzooxazol-2-one FC=1C=C(C=C(C1)C)NC1=NC=C(C(=N1)NN1C(OC2=C1C=CC=C2)=O)C